NC(C(CCC(=O)OC(C)(C)C)N1C(C2=CC=CC(=C2C1)CNC)=O)=O tert-butyl 5-amino-4-(4-((methylamino)methyl)-1-oxoisoindolin-2-yl)-5-oxopentanoate